5-methyl-3-((p-tolylsulfinyl)methyl)-1H-indole-1-carboxylic acid tert-butyl ester C(C)(C)(C)OC(=O)N1C=C(C2=CC(=CC=C12)C)CS(=O)C1=CC=C(C=C1)C